C(C)(C)(C)N(C(O)=O)C1=C(C(=C(C=C1)OCC1(CC1)F)Cl)F.ClC=1C(=C(C=CC1OCC1(CC1)F)NC(OC(C)(C)C)=O)F tert-Butyl (3-chloro-2-fluoro-4-((1-fluorocyclopropyl)methoxy)phenyl)carbamate Tert-butyl-(3-chloro-2-fluoro-4-((1-fluorocyclopropyl)methoxy)phenyl)carbamate